CC1=NC=2C(=C3C(=NC2)NC=C3)N1C13CC(C1)(C3)NS(=O)(=O)CCC N-(3-(2-methylimidazo[4,5-d]pyrrolo[2,3-b]pyridin-1(6H)-yl)bicyclo[1.1.1]pentan-1-yl)propane-1-sulfonamide